Cl[Si]1(C[Si](C1)(Cl)Cl)Cl 1,1,3,3-tetrachloro-1,3-disilacyclobutane